O1C=C(C2=C1C=CC=C2)C[C@@H](NC(=O)[C@@]21C=3C=CC=CC3[C@@H](CC2)O1)B(O)O [(1S)-2-(1-benzofuran-3-yl)-1-{[(1S,8R)-11-oxatricyclo[6.2.1.02,7]undeca-2(7),3,5-trien-1-yl]formamido}ethyl]boronic acid